3-chloro-N-methyl-N-[(1S)-1-(2-pyrimidin-2-yl-1,2,4-triazol-3-yl)ethyl]-6,8-bis(trifluoromethyl)quinolin-4-amine ClC=1C=NC2=C(C=C(C=C2C1N([C@@H](C)C=1N(N=CN1)C1=NC=CC=N1)C)C(F)(F)F)C(F)(F)F